9-Benzyl-8-(4-methyl-5-(2-(piperazin-1-yl)ethoxy)pyridin-3-yl)-6-(1-methylcyclopropoxy)-9H-purine HCl Cl.C(C1=CC=CC=C1)N1C2=NC=NC(=C2N=C1C=1C=NC=C(C1C)OCCN1CCNCC1)OC1(CC1)C